C(C)(C)OC(O)=O carbonic-monoisopropylester